trimethyl-silane furancarboxylate O1C(=CC=C1)C(=O)O.C[SiH](C)C